NC=1C=2N(C3=CC=C(C=C3N1)C1=CC=NN1)C=C(C2)C(=O)NCCC2=NC=CC=C2 4-amino-7-(1H-pyrazol-5-yl)-N-(2-(pyridin-2-yl)ethyl)pyrrolo[1,2-a]quinoxaline-2-carboxamide